OC(=O)C(F)(F)F.CC(C(=O)N1CCNCC1)C 2-methyl-1-(piperazin-1-yl)propan-1-one TFA salt